7-methoxy-N-(3-(1-(2-fluorophenyl)-1H-1,2,3-triazol-4-yl)phenyl)-6-(3-morpholinopropoxy)quinazolin-4-amine COC1=C(C=C2C(=NC=NC2=C1)NC1=CC(=CC=C1)C=1N=NN(C1)C1=C(C=CC=C1)F)OCCCN1CCOCC1